FC(C=1N=NN(N1)[C@H](C1CCNCC1)C1=CC=CC=C1)F |r| (R/S)-4-((5-(difluoromethyl)-2H-tetrazol-2-yl)(phenyl)methyl)piperidine